methyl (4R,5S)-5-amino-2-((R)-3-methyl-1-((S)-3-phenyl-2-(pyrazine-2-carboxamido)propanamido) butyl)-6-oxo-1,3,2-dioxaborinane-4-carboxylate N[C@H]1[C@@H](OB(OC1=O)[C@H](CC(C)C)NC([C@H](CC1=CC=CC=C1)NC(=O)C1=NC=CN=C1)=O)C(=O)OC